C=C(C(=O)[O-])CC1=CC(=C(C(=C1)C(C)(C)C)O)C(C)(C)C methylene(3,5-di-tert-butyl-4-hydroxy-hydrocinnamate)